FC(C(=O)N)(C(C(C(C(=O)N)(F)F)(F)F)(F)F)F 2,2,3,3,4,4,5,5-octafluorohexanediamide